6-Isopropyl-5-(8-methoxy-[1,2,4]triazolo[1,5-a]pyridin-6-yl)-1-((3S)-1-((tetrahydrofuran-3-yl)methyl)piperidin-3-yl)-1,3-dihydro-2H-benzo[d]imidazol-2-on C(C)(C)C=1C(=CC2=C(N(C(N2)=O)[C@@H]2CN(CCC2)CC2COCC2)C1)C=1C=C(C=2N(C1)N=CN2)OC